COC=1C=C(C=C(C1OC)OC)C1=NNC2=NC=CC(=C21)C2=CC=C(C=C2)NC(C)=O N-[4-[3-(3,4,5-trimethoxyphenyl)-1H-pyrazolo[3,4-b]pyridin-4-yl]phenyl]acetamide